N=1N=CN2C1C=CC=C2 1,2,4-triazolo[4,3-a]pyridin